(2R,3R,4R)-4-azido-N-(6-bromopyridin-2-yl)-3-fluoropyrrolidine-2-carboxamide N(=[N+]=[N-])[C@H]1[C@@H]([C@H](NC1)C(=O)NC1=NC(=CC=C1)Br)F